CC=1C=C(C=CC1O)C1(CCCCCCCCCCC1)C1=CC(=C(C=C1)O)C 1,1-bis(3-methyl-4-hydroxyphenyl)cyclododecane